(+)-bis-[(R)-1-phenylethyl]amide C1(=CC=CC=C1)[C@@H](C)[N-][C@H](C)C1=CC=CC=C1